[Cl-].C(=O)(C(=C)C)OCC[N+](C)(C)CCCCCCCCCCCCCCCC Methacryloxylethylcetyldimethylammonium chlorid